BrC1=CC=C(C=C1)C(C)(C)C=1N=C(SC1)NC(=O)NCC1=CC(=C(C=C1)OC)F 1-(4-(2-(4-bromophenyl)-propan-2-yl)thiazol-2-yl)-3-(3-fluoro-4-methoxy-benzyl)urea